IC1=NNC=2C[C@@H](CCC12)C(=O)OC methyl (R)-3-iodo-4,5,6,7-tetrahydro-1H-indazole-6-carboxylate